2-(4-(4-methyl-4H-1,2,4-triazol-3-yl)piperidin-1-yl)benzonitrile CN1C(=NN=C1)C1CCN(CC1)C1=C(C#N)C=CC=C1